N-(3,6-dimethoxy-9H-thioxanthen-9-yl)-2-oxo-6-(trifluoromethyl)-1,2-dihydropyridine-3-carboxamide COC=1C=CC=2C(C3=CC=C(C=C3SC2C1)OC)NC(=O)C=1C(NC(=CC1)C(F)(F)F)=O